C(C1=CC=CC=C1)(C1=CC=CC=C1)(C1=CC=CC=C1)NCC(C(=O)OCC1=CC=CC=C1)C(C)O benzyl 2-tritylaminomethyl-3-hydroxybutyrate